6-amino-N-{4-fluoro-2-[3-(methoxymethyl)-4-(methylamino)pyrrolidin-1-yl]-5,6,7,8-tetrahydroquinolin-6-yl}-2-methylthieno[2,3-d][1,3]thiazole-5-carboxamide NC1=C(SC=2N=C(SC21)C)C(=O)NC2CC=1C(=CC(=NC1CC2)N2CC(C(C2)NC)COC)F